2-[(2-methyl-1-oxoallyl)oxy]ethyl hydrogen 3-chloro-2-hydroxypropylphthalate CC(=C)C(=O)OCCOC(=O)C1=C(C=CC=C1C(=O)O)CC(CCl)O